N[C@](C(=O)O)(CC1=CC(=C(C=C1)OC)OC)C (S)-2-amino-3-(3,4-dimethoxyphenyl)-2-methylpropanoic acid